3-iodo-1-methyl-1,4,6,7-tetrahydropyrano[4,3-c]pyrazole IC=1C2=C(N(N1)C)CCOC2